tert-butyl (3R,4R)-3-hydroxy-4-({7-isopropylimidazo[4,3-f][1,2,4]triazin-2-yl}amino)piperidine-1-carboxylate O[C@@H]1CN(CC[C@H]1NC1=NN2C(C=N1)=CN=C2C(C)C)C(=O)OC(C)(C)C